Methyl 7-fluoro-2-methyl-indazole-4-carboxylate FC1=CC=C(C2=CN(N=C12)C)C(=O)OC